CCCCC(C)C Iso-heptane